(3-(2-amino-5-(2-chloropyrimidin-4-yl)-2,3-dihydrothiazol-4-yl)-2-fluorophenyl)-2,6-difluorobenzenesulfonamide NC1SC(=C(N1)C=1C(=C(C=CC1)C=1C(=C(C(=CC1)F)S(=O)(=O)N)F)F)C1=NC(=NC=C1)Cl